BrC1=C2C(=CNC2=C(C=C1)CO)C (4-bromo-3-methyl-1H-indol-7-yl)methanol